4-((4-(isoindolin-2-ylmethyl)-2-(N-methylsulfamoyl)phenoxy)methyl)-N-methylpiperidine-1-carboxamide C1N(CC2=CC=CC=C12)CC1=CC(=C(OCC2CCN(CC2)C(=O)NC)C=C1)S(NC)(=O)=O